FC=1C=C2C(=CNC2=CC1F)NC(OC(C)(C)C)=O tert-butyl (5,6-difluoro-1H-indol-3-yl)carbamate